P(=O)([O-])([O-])[O-].[Fe+3] iron phosphate